COC1(CCC2(OCCO2)CC1)C 8-methoxy-8-methyl-1,4-dioxaspiro[4.5]decane